C1(CCCCC1)C=1C(=C(C=CC1)C1=C(C=CC=C1OC(C)C)OC(C)C)C1CCCCC1 dicyclohexyl-(2',6'-diisopropoxybiphenyl)